OCC(COC[C@H](N)C(=O)O)(C)C O-(3-hydroxy-2,2-dimethylpropyl)-L-serine